BrC1=CC=C2C(=NNC2=C1)C(=O)NC(C([2H])([2H])[2H])([2H])[2H] 6-bromo-N-(ethyl-d5)-1H-indazole-3-carboxamide